N-(5-(7-fluorobenzo[d]oxazol-2-yl)-8-(methylamino)-2,7-naphthyridin-3-yl)cyclopropanecarboxamide FC1=CC=CC=2N=C(OC21)C2=C1C=C(N=CC1=C(N=C2)NC)NC(=O)C2CC2